N-[2-fluoro-3-[[7-[(3-fluoro-2-pyridyl)oxy]-4-methyl-2-oxo-chromen-3-yl]methyl]phenyl]ethenesulfonamide FC1=C(C=CC=C1CC=1C(OC2=CC(=CC=C2C1C)OC1=NC=CC=C1F)=O)NS(=O)(=O)C=C